ClC1=C(C=C(CN(CCC2OCC3(CN(C3)C(=O)OC(C)(C)C)CO2)C=2N=NC(=CC2)C#N)C=C1)F tert-butyl 7-(2-((4-chloro-3-fluorobenzyl)(6-cyanopyridazin-3-yl)amino)ethyl)-6,8-dioxa-2-azaspiro[3.5]nonane-2-carboxylate